(3-fluoro-2-(2-(2-hydroxy-propan-2-yl)pyrimidin-4-yl)-5-methylpyridin-4-yl)methanone FC=1C(=NC=C(C1C=O)C)C1=NC(=NC=C1)C(C)(C)O